ClC1=NC=C(C(=C1)C1=CCN(C(=C1)C)C=1SC2=C(N1)CN(C2)C(C2=NC(=C(C=C2)C(F)(F)F)OC)=O)OC 2'-chloro-5'-methoxy-N-(5-(6-methoxy-5-(trifluoromethyl)picolinoyl)-5,6-dihydro-4H-pyrrolo[3,4-d]thiazol-2-yl)-6-methyl-[4,4'-bipyridine]